COCC1=CC=C(C=C1)C1=C(NC2=C1C=1N(C(NCC1C=N2)=O)[C@H]2C[C@@H](CC2)NC(OC)=O)C=2C=NN(C2)C methyl ((1R,3R)-3-(9-(4-(methoxymethyl)phenyl)-8-(1-methyl-1H-pyrazol-4-yl)-2-oxo-2,3,4,7-tetrahydro-1H-pyrrolo[3',2':5,6]pyrido[4,3-d]pyrimidin-1-yl)cyclopentyl)carbamate